FC=1C=C2C(=C(NC2=C(C1)F)C1=CC=C(C=C1)F)C1CC(C1)CC(=O)OC methyl 2-(3-(5,7-difluoro-2-(4-fluorophenyl)-1H-indol-3-yl)cyclobutyl)acetate